OC=1C=C(CCC2=CC=CC=C2)C=CC1 3'-hydroxybibenzyl